C(C)(C)(C)OC(=O)NCCN(CCCC(=O)O)CCNC(=O)OC(C)(C)C 4-[bis[2-(tert-butoxycarbonylamino)ethyl]amino]butanoic acid